7-fluoro-8-(1H-indol-4-yl)-1,4,4,9-tetramethyl-5H-[1,2,4]triazolo[4,3-a]quinoxaline FC=1C=C2NC(C=3N(C2=C(C1C1=C2C=CNC2=CC=C1)C)C(=NN3)C)(C)C